4-nitrophenyl docosa4,7,10,13,16,19-hexaenoate C(CCC=CCC=CCC=CCC=CCC=CCC=CCC)(=O)OC1=CC=C(C=C1)[N+](=O)[O-]